(2S,3S)-3-((6-(benzo[b]thiophen-2-yl)-2-(2-chloro-5H-pyrrolo[2,3-b]pyrazin-7-yl)-5-fluoropyrimidin-4-yl)amino)bicyclo[2.2.2]octane-2-carboxylic acid S1C2=C(C=C1C1=C(C(=NC(=N1)C1=CNC3=NC=C(N=C31)Cl)N[C@@H]3[C@H](C1CCC3CC1)C(=O)O)F)C=CC=C2